COC[C@@]1(N2[C@H](C[C@H](C1=O)CC2)C)COP(=O)(OC2=CC=CC=C2)N[C@@H](C)C(=O)OCC2=CC=CC=C2 benzyl ((((1S,2R,4R,6S)-2-(methoxymethyl)-6-methyl-3-oxoquinuclidin-2-yl)methoxy)(phenoxy)phosphoryl)-L-alaninate